Cyclopropyl-(3-(2-(1-methyl-1H-pyrazol-4-yl)-3H-imidazo[4,5-b]pyridin-7-yl)-3,8-diazabicyclo[3.2.1]oct-8-yl)methanone C1(CC1)C(=O)N1C2CN(CC1CC2)C2=C1C(=NC=C2)NC(=N1)C=1C=NN(C1)C